NCC1=CC=C(C=C1)CNC1=CC(=NN1C(C(C)(C)C)=O)C1CCN(CC1)S(=O)(=O)N1CCCC1 1-[5-({[4-(aminomethyl)phenyl]methyl}amino)-3-[1-(pyrrolidine-1-sulfonyl)piperidin-4-yl]-1H-pyrazol-1-yl]-2,2-dimethylpropan-1-one